4-((S)-4-acryloyl-2-methylpiperazin-1-yl)-1-(2-(cyclopropylsulfonyl)-6-methylphenyl)-6-fluoro-7-(2-fluoro-6-hydroxyphenyl)pyridino[2,3-d]pyrimidin-2(1H)-one C(C=C)(=O)N1C[C@@H](N(CC1)C=1C2=C(N(C(N1)=O)C1=C(C=CC=C1C)S(=O)(=O)C1CC1)N=C(C(=C2)F)C2=C(C=CC=C2O)F)C